Br[C@@H](C(=O)O)C(C)C (R)-2-bromo-3-methylbutanoic acid